2-(4-chlorobenzyl)-N-(2-hydroxy-2-methylpropyl)-8-methyl-4,5-dihydro-2H-furo[2,3-g]indazole-7-carboxamide ClC1=CC=C(CN2N=C3C4=C(CCC3=C2)OC(=C4C)C(=O)NCC(C)(C)O)C=C1